ClC1=CC=C2C=C(C=NC2=C1)C(=O)N[C@@H]1CN[C@H](CC1)C=1OC(=NN1)C1CC(C1)OC(F)(F)F 7-chloro-N-[(3s,6r)-6-{5-[(1s,3s)-3-(trifluoromethoxy)cyclobutyl]-1,3,4-oxadiazol-2-yl}piperidin-3-yl]quinoline-3-carboxamide